ClC=1C=C(C=CC1)C(CN1C[C@H](CCC1)COC1=CC=C(C=C1)S(=O)(=O)C)O 1-(3-chlorophenyl)-2-((S)-3-((4-(methylsulfonyl)phenoxy)methyl)piperidin-1-yl)ethan-1-ol